ClC=1C=2C(N=C3N(C2C=CC1)C1=CC(=CC=C1C3(C)C)C3CCN(CC3)CC3CCC(CC3)C#C)=O 4-chloro-10-(1-(((1r,4r)-4-ethynylcyclohexyl)methyl)piperidin-4-yl)-7,7-dimethylindolo[1,2-a]quinazolin-5(7H)-one